1-({N2-[(benzyloxy)carbonyl]-N-(14-carboxy-3,6,9,12-tetraoxatetradecan-1-yl)-L-glutaminyl}amino)-3,6,9,12-tetraoxapentadecan-15-oic acid C(C1=CC=CC=C1)OC(=O)N([C@@H](CCC(N)=O)C(=O)NCCOCCOCCOCCOCCC(=O)O)CCOCCOCCOCCOCCC(=O)O